C1=CC(=CC=C1F)S(=O)(=O)C2=CC=C(C=C2)F 4,4-difluorodiphenyl sulfone